CC1=CC=C(C=C1)C(=CC(=O)O)C1=C(C=CC(=C1)C)OCOC 3-(4-methylphenyl)-3-(2-methoxymethoxy-5-methylphenyl)-acrylic acid